OC1=C(C(C2=CC(=C(C=C12)OC)OC)=O)C1=CC=CC=C1 3-hydroxy-5,6-dimethoxy-2-phenyl-1H-inden-1-one